N-(2-(6-amino-2-fluoro-8-((6-iodo-3-oxo-2,3-dihydro-1H-inden-5-yl)methyl)-9H-purin-9-yl)ethyl)formamide NC1=C2N=C(N(C2=NC(=N1)F)CCNC=O)CC=1C=C2C(CCC2=CC1I)=O